3-(4-tert-butyl-1-pyridinyl)-1-propanesulfonic acid C(C)(C)(C)C1=CCN(C=C1)CCCS(=O)(=O)O